5-(2-chloropyridin-4-yloxy)-2-cyclopropyl-4-phenyloxazole ClC1=NC=CC(=C1)OC1=C(N=C(O1)C1CC1)C1=CC=CC=C1